[Br-].[Br-].C1(=C(C=CC=C1)C[N+]1=CC(=C(C=C1)\C=C\C1=CC=C(C=C1)N(CC)CC)C)C[N+]1=CC(=C(C=C1)\C=C\C1=CC=C(C=C1)N(CC)CC)C 1,1'-[1,2-phenylenedi(methylene)]bis{4-[(E)-4-(diethylamino)styryl]-3-methylpyridin-1-ium} dibromide